5-bromo-1-methyl-2(1H)-pyridinone BrC=1C=CC(N(C1)C)=O